N-(3-((2-(6-(phenylethynyl)quinazolin-4-yl)-2,7-diazaspiro[3.5]nonan-7-yl)methyl)phenyl)ethanesulfonamide C1(=CC=CC=C1)C#CC=1C=C2C(=NC=NC2=CC1)N1CC2(C1)CCN(CC2)CC=2C=C(C=CC2)NS(=O)(=O)CC